BrC=1C=C2CCC(SC2=CC1)CCC(=O)OCC ethyl 3-(6-bromo-thiochroman-2-yl)-propionate